FC1=C(C=CC(=C1)F)S(=O)(=O)NC=1C(=NC=C(C1)C=1SC=2N=CN=C(C2N1)N1CCC(CC1)OC)OC 2,4-difluoro-N-(2-methoxy-5-(7-(4-methoxypiperidin-1-yl)thiazolo[5,4-d]pyrimidin-2-yl)pyridin-3-yl)benzenesulfonamide